C1(=CC=CC=C1)CCS(=O)NC(C1=CC=CC=C1)(C1=CC=CC=C1)C1=CC=CC=C1 2-phenyl-N-TRITYLETHANE-1-sulfinamide